3-(7-Bromo-3-iodo-1H-indazol-1-yl)azetidine-1-carboxylic acid tert-butyl ester C(C)(C)(C)OC(=O)N1CC(C1)N1N=C(C2=CC=CC(=C12)Br)I